C(CCCCCCCCCCCCCCC)(=O)NC(CCCCCCC\C=C/CCCCCCCC)=O oleic acid palmitoylamide